rel-3-chloro-4-[(3,5-difluoropyridin-2-yl)methoxy]-2'-[3-(2-hydroxy-2-methylpropyl)pyrazol-1-yl]-5',6-dimethyl-[1,4'-bipyridin]-2-one ClC=1C(N(C(=CC1OCC1=NC=C(C=C1F)F)C)C1=CC(=NC=C1C)N1N=C(C=C1)CC(C)(C)O)=O